N1=NN=NC=2CC3=C(C21)C=CC=C3 azaazaazacarbaazadibenzosilole